C(C)(=O)N(C1=CC=C(C=C1)C1=CC=C(C=N1)C(=O)NCC=1C(=NC=CC1)C)CC(C)C 6-[4-[acetyl(isobutyl)amino]phenyl]-N-[(2-methyl-3-pyridyl)methyl]pyridine-3-carboxamide